COC1CC(C1)OC=1C(=CC(=NC1)C)C1=CC=2N(C=C1)N=C(C2)NC(=O)C2CC2 N-[5-[5-(3-methoxycyclobutoxy)-2-methyl-4-pyridyl]pyrazolo[1,5-a]pyridin-2-yl]cyclopropanecarboxamide